C(C)N1N=CC(=C1)C1=CC=CC(=N1)C(=O)NC=1C(=NC=C(C1)N1C[C@@H](CC1)C(C)(C)O)C(F)(F)F (R)-6-(1-ethyl-1H-pyrazol-4-yl)-N-(5-(3-(2-hydroxypropan-2-yl)pyrrolidin-1-yl)-2-(trifluoromethyl)pyridin-3-yl)picolinamide